1-[(12AR)-9-(2-chloro-6-hydroxyphenyl)-8-(cyclopropyloxy)-10-fluoro-3,4,12,12a-tetrahydro-6H-pyrazino[2,1-c][1,4]benzoxazepin-2(1H)-yl]prop-2-en-1-one ClC1=C(C(=CC=C1)O)C1=C(C2=C(CN3[C@@H](CO2)CN(CC3)C(C=C)=O)C=C1OC1CC1)F